3-(pyridin-4-yl)-4,5-dihydro-1H-benzo[g]indole-2-carboxylic acid N1=CC=C(C=C1)C1=C(NC=2C3=C(CCC12)C=CC=C3)C(=O)O